2-(6-(cyclopentyloxy)-4-(3-methoxy-1-(4-methyl-4H-1,2,4-triazol-3-yl)cyclobutyl)pyridin-2-yl)-6-(((1-methylcyclobutyl)amino)methyl)-4-(trifluoromethyl)isoindol-1-one C1(CCCC1)OC1=CC(=CC(=N1)N1C(C2=CC(=CC(=C2C1)C(F)(F)F)CNC1(CCC1)C)=O)C1(CC(C1)OC)C1=NN=CN1C